NC1=C2C(=NC=N1)N(N=C2C2=CC=C(C=C2)OC2=CC=CC=C2)[C@H]2CN(CCC2)C2CCN(CC2)CCN2CCN(CC2)C=2C=C1C(N(C(C1=CC2)=O)C2C(NC(CC2)=O)=O)=O 5-(4-(2-((R)-3-(4-amino-3-(4-phenoxyphenyl)-1H-pyrazolo[3,4-d]pyrimidin-1-yl)-[1,4'-bipiperidin]-1'-yl)ethyl)piperazin-1-yl)-2-(2,6-dioxopiperidin-3-yl)isoindoline-1,3-dione